N-benzyl-trifluoroacetamide-15N C(C1=CC=CC=C1)[15NH]C(C(F)(F)F)=O